aminoisobutylcarboxylic acid methyl ester hydrochloride Cl.COC(=O)C(C(C)C)N